N[C@@H]1CN(CCC1)C1=CC(=NC=C1C=1C=NN(C1)[C@H]1CNCC1)NC1=NC(=NC=C1)C1=C(C=CC=C1OC)F N-(4-((S)-3-aminopiperidin-1-yl)-5-(1-((R)-pyrrolidin-3-yl)-1H-pyrazol-4-yl)pyridin-2-yl)-2-(2-fluoro-6-methoxyphenyl)pyrimidin-4-amine